C1(CC1)C(C(C)(C)O)N1C(C2=C(C=CC=C2C1)C1=CC(=C(C=C1)C=1OC(=NN1)C)F)=O 2-(1-cyclopropyl-2-hydroxy-2-methylpropyl)-7-(3-fluoro-4-(5-methyl-1,3,4-oxadiazol-2-yl)phenyl)isoindolin-1-one